2-amino-6-fluoro-N-(5-fluoro-4-(4-(4-(oxetan-3-yl)piperazine-1-carbonyl)piperidin-1-yl)pyridin-3-yl)pyrazolo[1,5-a]pyrimidine-3-carboxamide NC1=NN2C(N=CC(=C2)F)=C1C(=O)NC=1C=NC=C(C1N1CCC(CC1)C(=O)N1CCN(CC1)C1COC1)F